Methyl 4-(3-(1-(N-(tert-butoxycarbonyl)-N-(2-phenyl cyclopropyl)glycyl)piperidin-4-yl)propyl)benzoate C(C)(C)(C)OC(=O)N(CC(=O)N1CCC(CC1)CCCC1=CC=C(C(=O)OC)C=C1)C1C(C1)C1=CC=CC=C1